(S)-1-((tert-butyldiphenylsilyl)oxy)propan-2-amine [Si](C1=CC=CC=C1)(C1=CC=CC=C1)(C(C)(C)C)OC[C@H](C)N